(S)-1-(dibenzo[b,d]furan-2-yl)-2-fluoroethan-1-amine C1=C(C=CC=2OC3=C(C21)C=CC=C3)[C@@H](CF)N